(1R,2S,5S)-N-(2-amino-2-oxo-1-pyridazin-3-yl-ethyl)-3-[(2S)-3,3-dimethyl-2-[(2,2,2-trifluoroacetyl)amino]butanoyl]-6,6-dimethyl-3-azabicyclo[3.1.0]hexane-2-carboxamide NC(C(C=1N=NC=CC1)NC(=O)[C@@H]1[C@H]2C([C@H]2CN1C([C@H](C(C)(C)C)NC(C(F)(F)F)=O)=O)(C)C)=O